O=C1N(CC2=CC(=CC=C12)C1=NC=NC2=CC=CC=C12)C1C(NC(CC1)=O)=O 3-(1-oxo-5-(quinazolin-4-yl)isoindolin-2-yl)piperidine-2,6-dione